C(C)(C)(C)OC(=O)NCCN1N=CC(=C1)C(=O)[O-] 1-(2-{[(tert-butoxy) carbonyl] amino} ethyl)-1H-pyrazole-4-carboxylate